6-(3-((6-((R)-3-(2-ethoxyphenoxy)piperidin-1-yl)pyrazin-2-yl)carbamoyl)3-Methylpyrrolidin-1-yl)nicotinic acid methyl ester COC(C1=CN=C(C=C1)N1CC(CC1)(C)C(NC1=NC(=CN=C1)N1C[C@@H](CCC1)OC1=C(C=CC=C1)OCC)=O)=O